(R)-N-(4-((3,5-difluoro-4-(piperidin-1-yl)phenyl)amino)benzyl)pyrrolidine-2-carboxamide FC=1C=C(C=C(C1N1CCCCC1)F)NC1=CC=C(CNC(=O)[C@@H]2NCCC2)C=C1